C(C(=O)[O-])(=O)[O-].NC1C(CCCC1)N.[Pt+2] platinum (1,2-diaminocyclohexane) oxalate